3-(2-fluoropyridyl)-6-chloro-2-pyridineboronic acid FC1=NC=CC=C1C=1C(=NC(=CC1)Cl)B(O)O